FC1=C(C(=C(C(=C1[B-](C1=C(C(=C(C(=C1F)F)F)F)F)(C1=C(C(=C(C(=C1F)F)F)F)F)C1=C(C(=C(C(=C1F)F)F)F)F)F)F)F)F.C(CCCCCCCCCCCCCCC)[NH+](C1=CC=CC=C1)CCCCCCCCCCCCCCCC N,N-bis(hexadecyl)anilinium tetrakis(pentafluorophenyl)borate